[(3S,5R)-1-(tert-butoxycarbonyl)-5-[2,3-dichloro-6-(methoxymethoxy)phenyl]pyrrolidin-3-yl]acetic acid C(C)(C)(C)OC(=O)N1C[C@@H](C[C@@H]1C1=C(C(=CC=C1OCOC)Cl)Cl)CC(=O)O